N1=C(C=CC=C1)NC=1SC=C(N1)C1=CC=C(C(=O)N)C=C1 4-(2-(pyridin-2-ylamino)thiazol-4-yl)benzamide